NC1=NC=CC=C1C1=NC=2C(=NC(=CC2)C2=CC=CC=C2)N1C1=CC=C(CN2C[C@@H]3[C@H](C2)CN(C3)C(=O)C3=CC(=C(C=O)C=C3)O)C=C1 4-((3aR,6aS)-5-(4-(2-(2-aminopyridin-3-yl)-5-phenyl-3H-imidazo[4,5-b]pyridin-3-yl)benzyl)octahydropyrrolo[3,4-c]pyrrole-2-carbonyl)-2-hydroxybenzaldehyde